FC1=C(C(=CC=C1)C(F)(F)F)N1N=C(C=C1C=1SC=CN1)C(=O)N[C@H](CC(=O)O)CCC1=NC=C(C=N1)F (3S)-3-({1-[2-fluoro-6-(trifluoromethyl)phenyl]-5-(1,3-thiazol-2-yl)-1H-pyrazol-3-yl}formamido)-5-(5-fluoropyrimidin-2-yl)pentanoic acid